(S)-1-((2-((S)-1-amino-2,2-dicyclopropylethyl)benzo[d]oxazol-5-yl)methyl)-5-(trifluoromethyl)imidazolidin-2-one N[C@@H](C(C1CC1)C1CC1)C=1OC2=C(N1)C=C(C=C2)CN2C(NC[C@H]2C(F)(F)F)=O